2,3-didehydroalanine NC(=C)C(=O)O